FC1=C(C=C(C(=C1)C)S(=O)CCC)C1=NOC(=C1)C(F)(F)F 3-(2-fluoro-4-methyl-5-(propylsulfinyl)phenyl)-5-(trifluoromethyl)isoxazole